ClC1=C(C=C(C=C1)F)C1(N(C(C2=C3C=CN(C(C3=CC(=C21)[N+](=O)[O-])=O)C)=O)CC2=CC=C(C=C2)OC)O 3-(2-chloro-5-fluorophenyl)-3-hydroxy-2-(4-methoxybenzyl)-7-methyl-4-nitro-2,3-dihydro-1H-pyrrolo[3,4-f]isoquinoline-1,6(7H)-dione